C(C)[C@@H]1N(C[C@H](N(C1)C(C)C1=CC=C(C=C1)C(C)(C)N1CCOCC1)CC)C=1C2=C(N(C(N1)=O)C)C=CC(=N2)C#N 4-((2S,5R)-2,5-diethyl-4-(1-(4-(2-morpholinopropan-2-yl)phenyl)ethyl)piperazin-1-yl)-1-methyl-2-oxo-1,2-dihydropyrido[3,2-d]pyrimidine-6-carbonitrile